C(=O)[O-].C(=O)[O-].C[Sn+2]C dimethyl-tin diformate